N-(4-(4-amino-7-cyano-1-methyl-3-(4-((6-methylpyridin-2-yl)oxy)phenyl)-1H-pyrrolo[3,2-c]pyridin-2-yl)-3,5-difluorophenyl)-2-fluoroacrylamide NC1=NC=C(C2=C1C(=C(N2C)C2=C(C=C(C=C2F)NC(C(=C)F)=O)F)C2=CC=C(C=C2)OC2=NC(=CC=C2)C)C#N